O=C1NC(CCC1N1C(C2=CC=C(C=C2C1=O)N(C)[C@H]1[C@@H](CCCC1)N1CC(C1)OCC)=O)=O 2-(2,6-dioxopiperidin-3-yl)-5-(((1R,2R)-2-(3-ethoxyazetidin-1-yl)cyclohexyl)(methyl)amino)isoindoline-1,3-dione